9,9'-(1,3-phenylene)bis-9H-carbazole C1(=CC(=CC=C1)N1C2=CC=CC=C2C=2C=CC=CC12)N1C2=CC=CC=C2C=2C=CC=CC12